CC1(CC=2C(=NC(=C(C2)C(NC2=NC(=CC=C2)C=2C=NN(C2)C)=O)OC2CN(C2)C(=O)OCC2=CC=CC=C2)O1)C Benzyl 3-((2,2-dimethyl-5-((6-(1-methyl-1H-pyrazol-4-yl)pyridin-2-yl)carbamoyl)-2,3-dihydrofuro[2,3-b]pyridin-6-yl)oxy)azetidine-1-carboxylate